CC1=C(C=CC=C1C)C1CC2(C1)CCN(CC2)C(=O)C2CC1(C2)NC(OC1)=O (2s,4s)-2-[2-(2,3-dimethylphenyl)-7-azaspiro[3.5]nonane-7-carbonyl]-7-oxa-5-azaspiro[3.4]octan-6-one